FC1(CCC(CC1)[C@H](NC(=O)C1=CC=NN1CC)C=1N=C2N(N=C(C(=C2)OC(C)C)CC2C(NC[C@@H](C2)C(F)(F)F)=O)C1)F N-((1S)-(4,4-difluorocyclohexyl)(7-isopropoxy-6-(((5R)-2-oxo-5-(trifluoromethyl)piperidin-3-yl)methyl)imidazo[1,2-b]pyridazin-2-yl)methyl)-1-ethyl-1H-pyrazole-5-carboxamide